FC1=C(C=CC(=C1)C=1C=C2C=NN(C2=CC1)C)C(N(C(=O)C1CCCCC1)C=1C=C(C=CC1)/C=C/C(=O)OC)[2H] methyl (E)-3-(3-(N-((2-fluoro-4-(1-methyl-1H-indazol-5-yl)phenyl)methyl-d)cyclohexanecarboxamido)phenyl)acrylate